3-chloro-1-(3,5-dimethylphenyl)isoquinoline ClC=1N=C(C2=CC=CC=C2C1)C1=CC(=CC(=C1)C)C